1-bromo-3-(1,1-difluoroethyl)-5-nitrobenzene BrC1=CC(=CC(=C1)[N+](=O)[O-])C(C)(F)F